ClC1=C(C=CC=C1)C=1N=C(SC1)C1(CCC(CC1)N1CCN(CC1)S(=O)(=O)C)C(=O)N (4-(2-chlorophenyl)thiazol-2-yl)-4-(4-(methylsulfonyl)piperazin-1-yl)cyclohexane-1-carboxamide